1-(6-(6-chloro-7-(3,5-dimethyl-1H-indazol-4-yl)-8-fluoro-2-(((S)-1-methylpyrrolidin-2-yl)methoxy)quinazolin-4-yl)-2,6-diazaspiro[3.3]heptan-2-yl)prop-2-en-1-one ClC=1C=C2C(=NC(=NC2=C(C1C1=C2C(=NNC2=CC=C1C)C)F)OC[C@H]1N(CCC1)C)N1CC2(CN(C2)C(C=C)=O)C1